C1(CCC(=O)OCCCCO1)=O 1,4-butylene succinate